[Si](C)(C)(C(C)(C)C)OC=1C=C2C(=NN(C2=CC1)C1OCCCC1)C1=NC2=C(N1COCC[Si](C)(C)C)CN(C2)C(=O)OC(C)(C)C tert-butyl 2-(5-((tert-butyldimethylsilyl) oxy)-1-(tetrahydro-2H-pyran-2-yl)-1H-indazol-3-yl)-1-((2-(trimethylsilyl)ethoxy) methyl)-4,6-dihydropyrrolo[3,4-d]imidazole-5(1H)-carboxylate